(methoxymethyl)cyclobutan-1-ol COCC1(CCC1)O